CNCCN N'-methylethylenediamine